O=C1CCOC2=CC(=CC=C12)O[C@H](C1=CC=C(C#N)C=C1)C1=CC(=NC=C1)C1=CC=CC=C1 (R,S)-4-(((4-Oxochroman-7-yl)oxy)(2-phenylpyridin-4-yl)methyl)benzonitrile